N-ethyl-6-[[5-[2-methyl-5-[[(1S,5R,7s)-3-oxa-9-azabicyclo[3.3.1]nonan-7-yl]oxy]-4-pyridyl]pyrazolo[1,5-a]pyridin-2-yl]amino]pyridazine-3-carboxamide C(C)NC(=O)C=1N=NC(=CC1)NC1=NN2C(C=C(C=C2)C2=CC(=NC=C2OC2C[C@@H]3COC[C@H](C2)N3)C)=C1